ω-phenylacetic acid C1(=CC=CC=C1)CC(=O)O